(R) or (S)-2-(2-Hydroxypropan-2-yl)-N'-((2-isopropyl-6,7-dihydro-5H-cyclopenta[b]pyridin-3-yl)carbamoyl)thiazole-5-sulfonimidamide OC(C)(C)C=1SC(=CN1)[S@@](=O)(N)=NC(NC=1C=C2C(=NC1C(C)C)CCC2)=O |o1:9|